COC=1C=2N(C=C(C1)C1=C(C(=NN1)C=1SC(=CN1)C1CCN(CC1)C1CCOCC1)CC(F)(F)F)N=CN2 2-(5-(8-methoxy-[1,2,4]triazolo[1,5-a]pyridin-6-yl)-4-(2,2,2-trifluoroethyl)-1H-pyrazol-3-yl)-5-(1-(tetrahydro-2H-pyran-4-yl)piperidin-4-yl)thiazole